4-(1-((2-(((cyclobutylmethyl)amino)methyl)-1H-indol-6-yl)methyl)-1H-1,2,3-triazole-4-yl)-1H-indazole-6-amine C1(CCC1)CNCC=1NC2=CC(=CC=C2C1)CN1N=NC(=C1)C1=C2C=NNC2=CC(=C1)N